NC1=C(C=CC(=C1)F)C1=C(C=C(C(=C1)Cl)C(=O)NC=1C=NC(=C(C1)C(F)(F)F)C(C)(C)O)F 2'-amino-5-chloro-2,4'-difluoro-N-(6-(2-hydroxypropane-2-yl)-5-(trifluoromethyl)pyridin-3-yl)-[1,1'-biphenyl]-4-carboxamide